C12(CCC(CC1)C2)OC2=NC(=NC=C2C(=O)NC(C)C=CS(=O)(=O)C)C2CC2 4-(bicyclo[2.2.1]heptan-1-yloxy)-2-cyclopropyl-N-(4-(methylsulfonyl)but-3-en-2-yl)pyrimidine-5-carboxamide